2-cyanoethyl-tetraisopropylphosphorodiamidite C(#N)CCC(C)(C)N(P([O-])N(C(C)C)C(C)C)C(C)C